C1=C(C=CC2=CC=CC=C12)C1=CC=C(N=N1)NC1[C@@H]2CN(C[C@H]12)CC1CCOCC1 (1R,5S,6s)-N-[6-(2-naphthyl)pyridazin-3-yl]-3-(tetrahydropyran-4-ylmethyl)-3-azabicyclo[3.1.0]hexan-6-amine